N(=[N+]=[N-])C(C)C1=NC=C(C=C1)Br 2-(1-azidoethyl)-5-bromo-pyridine